C1(=CC=CC=C1)COC1=CC(=C(C=C1)NC1=NC(=NC=C1N)C1=CC(=CC=C1)C(F)(F)F)F 4-N-[4-(phenylmethoxy)-2-fluorophenyl]-2-[3-(trifluoromethyl)phenyl]pyrimidine-4,5-diamine